F[C@H]1C[C@H](N2N=C(N=C21)C(CC)=O)C2=CC=CC=C2 |r| 1-[rac-(5S,7S)-7-fluoro-5-phenyl-6,7-dihydro-5H-pyrrolo[1,2-b][1,2,4]triazol-2-yl]propan-1-one